C(C)(C)(C)OC(=O)N1C2CC(CC1CC2)NC=2C1=C(N=C(N2)Cl)N(C=C1)S(=O)(=O)C1=CC=C(C)C=C1 tert-butyl-(3-exo)-3-((2-chloro-7-tosyl-7h-pyrrolo[2,3-d]pyrimidin-4-yl) amino)-8-azabicyclo[3.2.1]octane-8-carboxylate